(3-propylphenyl)acetonitrile C(CC)C=1C=C(C=CC1)CC#N